1-{2-[3-(trifluoromethyl)-1H-pyrazol-1-yl]acetyl}pyrrolidine-2-carboxamide FC(C1=NN(C=C1)CC(=O)N1C(CCC1)C(=O)N)(F)F